lithium hydroxide-Hydrate O.[OH-].[Li+]